CN(C)C[C-]1C=CC=C1.Br[C-]1C=CC=C1.[Fe+2] 1-dimethylaminomethyl-1'-bromoferrocene